(2,4-di-t-butylphenyl-4,4'-biphenyl) bisphosphonate P(O)(O)=O.P(O)(O)=O.C(C)(C)(C)C1=C(C=CC(=C1)C(C)(C)C)C1=CC=C(C=C1)C1=CC=CC=C1